tert-butyl N-[(3R)-5-[(4-chlorophenyl)methyl]-4-oxo-7-(propanimidoylcarbamoyl)-2,3-dihydro-1,5-benzothiazepin-3-yl]carbamate ClC1=CC=C(C=C1)CN1C([C@H](CSC2=C1C=C(C=C2)C(NC(CC)=N)=O)NC(OC(C)(C)C)=O)=O